CC1=C(CNCCC2=CNC3=CC=CC=C23)C(=CC=C1)C 2,6-dimethyl-benzyl-tryptamine